4-(2-fluoro-6-(2-methoxyphenoxy)benzyl)-1-isobutyryl-6-methyl-N-(4-(pyrimidin-2-yl)benzyl)piperazine-2-carboxamide FC1=C(CN2CC(N(C(C2)C)C(C(C)C)=O)C(=O)NCC2=CC=C(C=C2)C2=NC=CC=N2)C(=CC=C1)OC1=C(C=CC=C1)OC